C(C)(=O)N1C=C2C[C@H]3N(C[C@H](C(=O)N4CCOCC4)C=C3C=3C=CC=C1C32)C 1-acetyl-lysergic acid morpholide